cis-1,2-diamino-1,2-dimethyl-cyclopentane N[C@]1([C@@](CCC1)(C)N)C